8-[3-(methane-sulfonylmethyl)azetidin-1-yl]-N-(3-{1-oxa-7-azaspiro[3.5]nonan-7-yl}-1,2,4-triazin-5-yl)-5-(propan-2-yl)isoquinolin-3-amine CS(=O)(=O)CC1CN(C1)C=1C=CC(=C2C=C(N=CC12)NC=1N=C(N=NC1)N1CCC2(CCO2)CC1)C(C)C